C1(CC1)C(=O)NC1=NC=CC(=C1)C1=CNC2=C(C=CC=C12)NC(=O)C=1SC=C(N1)C(F)(F)F N-(3-(2-(Cyclopropancarboxamido)pyridin-4-yl)-1H-indol-7-yl)-4-(trifluoromethyl)thiazol-2-carboxamid